8-[(1R)-1-[[6-chloro-2-(1-hydroxy-2,3,1-benzoxazaborinin-6-yl)-3-pyridyl]amino]ethyl]-3,6-dimethyl-2-morpholino-chromen-4-one ClC1=CC=C(C(=N1)C=1C=CC2=C(C=NOB2O)C1)N[C@H](C)C=1C=C(C=C2C(C(=C(OC12)N1CCOCC1)C)=O)C